(R,E)-N-((1,2,3,5,6,7-Hexahydro-s-indacen-4-yl)carbamoyl)-2-(1-(methylsulfonyl)-pyrrolidin-2-yl)ethen-1-sulfonamid C1CCC2=C(C=3CCCC3C=C12)NC(=O)NS(=O)(=O)\C=C\[C@@H]1N(CCC1)S(=O)(=O)C